NC=1C(=NSC1C(=O)OC)C1CCOCC1 METHYL 4-AMINO-3-(OXAN-4-YL)-1,2-THIAZOLE-5-CARBOXYLATE